O=[Ti+2] oxotitanium (IV)